(Z)-N-[(2-chlorophenyl)(phenyl)methylidene]hydroxylamine ClC1=C(C=CC=C1)\C(=N/O)\C1=CC=CC=C1